(S)-1-(pyridin-4-yl)ethan-1-ol N1=CC=C(C=C1)[C@H](C)O